C(C1=CC=CC=C1)N1B(N(C2=C3C1=CC=CC3=CC=C2)P(C2=CC=CC=C2)C2=CC=CC=C2)C=2C(=C3CC(CC3=C(C2\C=C\C2=CC=CC=C2)C)(C(=O)OC)C(=O)OC)C (S)-dimethyl (E)-5-(1-benzyl-3-(diphenylphosphaneyl)-1H-naphtho[1,8-de][1,3,2]diazaborinin-2(3H)-yl)-4,7-dimethyl-6-styryl-1,3-dihydro-2H-indene-2,2-dicarboxylate